tert-butyl ((1-((3-((2,6-dimethoxyphenyl) sulfonamido)-4-methoxy benzo[d]isoxazol-6-yl)methyl)-1H-pyrazol-4-yl)methyl)carbamate COC1=C(C(=CC=C1)OC)S(=O)(=O)NC1=NOC2=C1C(=CC(=C2)CN2N=CC(=C2)CNC(OC(C)(C)C)=O)OC